NCC1CCN(CC1)C1=C(C=C(C=C1)Cl)NC(=O)C=1C=NN2C1N=CC(=C2)O N-{2-[4-(aminomethyl)piperidin-1-yl]-5-chlorophenyl}-6-hydroxypyrazolo[1,5-a]pyrimidine-3-carboxamide